C(C1=CC=CC=C1)OC1=C(C=CC=C1)C1CCC(CC1)O[Si](C)(C)C(C)(C)C (((1s,4s)-4-(2-(benzyloxy)phenyl)cyclohexyl)oxy)(tert-butyl)dimethylsilane